N-[(1S)-1-(3-cyano-5-fluorophenyl)-3-hydroxypropyl]-N-hydroxy-2,2-dimethylpropionamide C(#N)C=1C=C(C=C(C1)F)[C@H](CCO)N(C(C(C)(C)C)=O)O